dimethyl 2,7-naphthalenedicarboxylate C1=C(C=CC2=CC=C(C=C12)C(=O)OC)C(=O)OC